NC1=CC=CC=2N(C(NC21)=O)C2CCN(CC2)C(=O)NC2=CC(=C(C=C2)OC)Cl 4-(4-amino-2-oxo-2,3-dihydro-1H-1,3-benzodiazol-1-yl)-N-(3-chloro-4-methoxyphenyl)piperidine-1-carboxamide